(2-(4-(carboxymethyl)-2,5-dihydroxybenzamido)phenyl)acetic acid C(=O)(O)CC1=CC(=C(C(=O)NC2=C(C=CC=C2)CC(=O)O)C=C1O)O